N[C@H](C(=O)NCCC1=C(C=CC(=C1)O)O)CO (S)-2-Amino-N-(2,5-dihydroxyphenethyl)-3-hydroxy-propanamide